1-((benzyloxy)carbonyl)-3-ethynyl-piperidine-3-carboxylic acid C(C1=CC=CC=C1)OC(=O)N1CC(CCC1)(C(=O)O)C#C